CS(=O)(=O)[O-].C(CCCCCCCC)[N+]1=C(C=CC=C1)CCC 1-Nonyl-2-propylpyridinium methansulfonat